OCC1(CC1)N1C=2C3=C(C(=NN3CCC1=O)C1=NNC=C1)N=C(C2)N2[C@@H](COCC2)C (R)-6-(1-(hydroxymethyl)cyclopropyl)-4-(3-methylmorpholinyl)-2-(1H-pyrazol-3-yl)-8,9-dihydro-1,3,6,9a-tetraazabenzo[cd]azulene-7(6H)-one